1-[4-({(1R)-1-[3-(difluoromethyl)-2-fluorophenyl]ethyl}amino)-2-methylpyrido[3,4-d]pyrimidin-6-yl]piperidine-4-carboxamide tert-butyl-(2S*,3S*)-2-benzyl-3-hydroxyazepane-1-carboxylate C(C)(C)(C)OC(=O)N1[C@H]([C@H](CCCC1)O)CC1=CC=CC=C1.FC(C=1C(=C(C=CC1)[C@@H](C)NC=1C2=C(N=C(N1)C)C=NC(=C2)N2CCC(CC2)C(=O)N)F)F |o1:8,9|